ClC1=CC=C(C=N1)B(O)O (6-chloropyridin-3-yl)boranediol